1-(5-cyclopropylthiazol-4-yl)-3-((3R,4R)-3-(hydroxymethyl)chroman-4-yl)urea C1(CC1)C1=C(N=CS1)NC(=O)N[C@@H]1[C@@H](COC2=CC=CC=C12)CO